(S)-1-(5-((2-chloro-4-fluorophenyl)thio)pyrazin-2-yl)-4'H,6'H-spiro[piperidine-4,5'-pyrrolo[1,2-b]pyrazol]-4'-amine ClC1=C(C=CC(=C1)F)SC=1N=CC(=NC1)N1CCC2([C@@H](C=3N(N=CC3)C2)N)CC1